ClC1=CC=C(C=C1)[C@@](C)(C#C)C=1N=C(SC1)NC(=O)N1CC(C1)CO (R)-N-(4-(2-(4-chlorophenyl)but-3-yn-2-yl)thiazol-2-yl)-3-(hydroxymethyl)azetidine-1-carboxamide